N[C@H](C(=O)O)CC1=C(NC2=CC=C(C=C12)OC)C (S)-2-amino-3-(5-methoxy-2-methyl-1H-indol-3-yl)propanoic acid